NC=1C(=C(C=CC1)C[C@@H](C)NC(C(F)(F)F)=O)C (R)-N-(1-(3-amino-2-methylphenyl)propan-2-yl)-2,2,2-trifluoroacetamide